1,3,4,8-tetramethyl-2-(2'-aminophenyl)-9H-carbazole CC1=C(C(=C(C=2C3=CC=CC(=C3NC12)C)C)C)C1=C(C=CC=C1)N